NC1=NC=2C=CC=CC2C2=C1N=C(N2CCCCNC(=O)C2=NC1=CC=CC=C1N=C2)CCOC N-{4-[4-amino-2-(2-methoxyethyl)-1H-imidazo[4,5-c]quinolin-1-yl]butyl}quinoxaline-2-carboxamide